Bis-(3-triethoxysilylpropyl)disulfane C(C)O[Si](CCCSSCCC[Si](OCC)(OCC)OCC)(OCC)OCC